benzyl (2R)-4-[6-bromo-2-chloro-3-[(1-methylpyrazol-4-yl) methyl]-4-oxo-quinazolin-8-yl]-2-methyl-piperazine-1-carboxylate BrC=1C=C2C(N(C(=NC2=C(C1)N1C[C@H](N(CC1)C(=O)OCC1=CC=CC=C1)C)Cl)CC=1C=NN(C1)C)=O